(S)-1-(3-((5-(6-Fluoro-2-methyl-1-oxo-2,9-dihydro-1H-spiro[8-oxa-2,4,10a-Triazanaphtho[2,1,8-cde]azulene-10,1'-cyclobutane]-7-yl)pyridin-2-yl)oxy)propyl)pyrrolidine-3-Nitrile FC=1C=C2N=CC=3N(C(N4C3C2=C(OCC42CCC2)C1C=1C=CC(=NC1)OCCCN1C[C@H](CC1)C#N)=O)C